ClCC=1C=C(C=NC1)CNC(OCC1=CC=CC=C1)=O benzyl ((5-(chloromethyl)pyridin-3-yl)methyl)carbamate